C(C)C1=C(C2=C(N=CN=C2)N1C)C(=O)C1=CC=C(C=C1)O (6-ethyl-7-methyl-7H-pyrrolo[2,3-d]pyrimidin-5-yl)(4-hydroxyphenyl)methanone